C(=O)(O)[Cu](C(=O)O)(C(=O)O)C(=O)O tetracarboxyl-copper